2,6-diisopropyl-3,5-bis(2-methoxyphenyl)3',5'-dimethoxy-2'-iodobiphenyl C(C)(C)C1=C(C(=C(C=C1C1=C(C=CC=C1)OC)C1=C(C=CC=C1)OC)C(C)C)C1=C(C(=CC(=C1)OC)OC)I